N-(3-(N-(3-(2,6-dioxopiperidin-3-yl)phenyl)sulfamoyl)phenyl)-4-pentylbenzamide O=C1NC(CCC1C=1C=C(C=CC1)NS(=O)(=O)C=1C=C(C=CC1)NC(C1=CC=C(C=C1)CCCCC)=O)=O